C1(=CC=CC=C1)C1=C(C(=CC=C1)CC1=CC=CC=C1)O 2-phenyl-6-benzyl-phenol